FC1=CC(=CC2=C(C=C(C=C12)O)F)O 4,8-difluoronaphthalene-2,6-diol